Cl.NC1(CCN(CCC1)C1=CC(N(C(=N1)C)C1=C(C(=CC=C1)Cl)Cl)=O)C 6-(4-amino-4-methylazepan-1-yl)-3-(2,3-dichlorophenyl)-2-methyl-3,4-dihydropyrimidin-4-one hydrochloride